C/C(=C\\C=O)/CC/C=C(\\C)/C=O The molecule is a monoterpenoid that is geranial bearing an oxo substituent at position 8. It is a monoterpenoid, a dialdehyde and an enal.